N1(CCNCC1)C=1SC(=CN1)C#N 2-(Piperazin-1-yl)thiazole-5-carbonitrile